OC1=CC=C(C=C1)C(=O)OCCCCC[Si](OC)(OC)OC 5-(p-hydroxyphenylcarbonyloxy)pentyltrimethoxysilane